BrC=1C=C2[C@@]3(CNCC2=CC1)[C@H](C3)Cl (1s,2s)-6'-bromo-2-chloro-2',3'-dihydro-1'H-spiro[cyclopropane-1,4'-isoquinoline]